ClC=1C=C(C=CC1)[C@@H]1[C@H]([C@@H]1F)C(=O)OC |o1:7,8,&1:9| rac-methyl (1S*,2S*)-2-(3-chlorophenyl)-3-fluorocyclopropane-1-carboxylate